CNCCCN(C)C N,N,N-trimethyl-1,3-propanediamine